C(C)(C)OC(=O)C1=C(C=CC=C1)C1C2C=CC(C1)C2 5-(i-propoxycarbonylphenyl)-bicyclo[2.2.1]hept-2-ene